6-(bromomethyl)picolinamide BrCC1=CC=CC(=N1)C(=O)N